(Z)-(4-(1-(4-(4-(((1-(2-(2,6-dioxopiperidin-3-yl)-3-oxoisoindolin-5-yl)piperidin-4-yl)amino)methyl)piperidin-1-yl)phenyl)-2-phenylbut-1-en-1-yl)phenyl)boronic acid O=C1NC(CCC1N1CC2=CC=C(C=C2C1=O)N1CCC(CC1)NCC1CCN(CC1)C1=CC=C(C=C1)\C(=C(\CC)/C1=CC=CC=C1)\C1=CC=C(C=C1)B(O)O)=O